Tert-butyl 4-(4-(2-ethoxy-2-oxoethyl)-2-fluorophenyl)piperidine-1-carboxylate C(C)OC(CC1=CC(=C(C=C1)C1CCN(CC1)C(=O)OC(C)(C)C)F)=O